N-Boc-1-imino-2,3-dipalmitoyloxypropane C(=O)(OC(C)(C)C)N=CC(COC(CCCCCCCCCCCCCCC)=O)OC(CCCCCCCCCCCCCCC)=O